O=C/1NCC2(\C1=C/C1=CC=C3C(=NN(C3=C1)C1OCCCC1)\C=C\C1=CC=C(C=C1)CN1CCCCC1)CCN(CC2)C(=O)OC(C)(C)C tert-butyl (E)-3-oxo-4-((3-((E)-4-(piperidin-1-ylmethyl) styryl)-1-(tetrahydro-2H-pyran-2-yl)-1H-indazol-6-yl) methylene)-2,8-diazaspiro[4.5]decane-8-carboxylate